ClC1=CC(=C2CCNC2=C1)B1OC(C(O1)(C)C)(C)C 6-Chloro-4-(4,4,5,5-tetramethyl-1,3,2-dioxaborolan-2-yl)indoline